CC1=C(C(C[C@@H](C1)O)(C)C)/C=C/C(=C/C=C/C(=C/C=C\C=C(\C)/C=C/C=C(\C)/C=C/[C@H]2C(=CC(=O)CC2(C)C)C)/C)/C 3-cis-Hydroxy-beta,epsilon-Caroten-3'-one